4-[7-(1-adamantyl)-6-hydroxynaphthalen-2-yl]benzoic acid C12(CC3CC(CC(C1)C3)C2)C2=C(C=C3C=CC(=CC3=C2)C2=CC=C(C(=O)O)C=C2)O